SCCSCCCSCCCSCCC 1,4,8,12-tetrathiapentadecane